C(C1=CC=CC=C1)N1CCC2(CC1)OCC=1C2=CC=2CN(C(C2C1)=O)C1C(NC(CC1)=O)=O 3-(1'-benzyl-5-oxo-5,7-dihydrospiro[furo[3,4-f]isoindole-1,4'-piperidin]-6(3H)-yl)piperidine-2,6-dione